2-(4-(4-((4-(4-cyclopropyl-1,1-dioxido-5-oxo-2,3,4,5-tetrahydrothieno[2,3-f][1,4]thiazepin-7-yl)-5-(trifluoromethyl)pyrimidin-2-yl)amino)-3-ethylphenyl)piperazin-1-yl)acetamide C1(CC1)N1CCS(C2=C(C1=O)SC(=C2)C2=NC(=NC=C2C(F)(F)F)NC2=C(C=C(C=C2)N2CCN(CC2)CC(=O)N)CC)(=O)=O